N1C(=NC=C1)C#CC=1C=C(OC2=C(N=NN2)C(=O)O)C=CC1 5-(3-(2-(1H-Imidazol-2-yl)ethynyl)phenoxy)-1H-1,2,3-triazole-4-carboxylic acid